5-Cyano-3-fluoro-2-methanesulfonyl-N-(pyridin-3-yl)benzamide C(#N)C=1C=C(C(=C(C(=O)NC=2C=NC=CC2)C1)S(=O)(=O)C)F